The molecule is an organic heterotetracyclic compound that is 1,2-dihydro-6H-furo[2,3-c]xanthene substituted by hydroxy groups at positions 5 and 10, a methoxy group at position 9 and methyl groups at positions 1, 1 and 2 and an oxo group at position 6. Isolated from the stem barks of Garcinia vieillardii, it exhibits antioxidant activity. It has a role as a metabolite and an antioxidant. It is an organic heterotetracyclic compound, a member of phenols, an aromatic ether and a cyclic ether. CC1C(C2=C(O1)C=C(C3=C2OC4=C(C3=O)C=CC(=C4O)OC)O)(C)C